OC(CC(=O)[O-])=CC=O 3-hydroxy-5-oxopent-3-enoate